FC(C1(CO1)C1=CC=CC=C1)(F)F alpha-(trifluoromethyl)styrene oxide